3-(2-((R)-3-(4-benzylpiperazin-1-yl)-2-methoxypropoxy)-7-chloro-8-fluoropyrido[4,3-d]pyrimidin-4-yl)-3,8-diazabicyclo[3.2.1]octane-8-carboxylic acid tert-butyl ester C(C)(C)(C)OC(=O)N1C2CN(CC1CC2)C=2C1=C(N=C(N2)OC[C@@H](CN2CCN(CC2)CC2=CC=CC=C2)OC)C(=C(N=C1)Cl)F